acrylic acid molybdenum salt [Mo+4].C(C=C)(=O)[O-].C(C=C)(=O)[O-].C(C=C)(=O)[O-].C(C=C)(=O)[O-]